6-[8-(1,3-benzothiazol-2-ylcarbamoyl)-3,4-dihydroisoquinolin-2(1H)-yl]-3-{1-[2-(dimethylamino)benzyl]-1H-pyrazol-4-yl}pyridine-2-carboxylic acid S1C(=NC2=C1C=CC=C2)NC(=O)C=2C=CC=C1CCN(CC21)C2=CC=C(C(=N2)C(=O)O)C=2C=NN(C2)CC2=C(C=CC=C2)N(C)C